1-bromo-3-(methylsulfonyl)propane BrCCCS(=O)(=O)C